BrC=1C=CC(=C2C=CC=NC12)C1=CC=C(O1)CC(=O)O 2-(5-(8-bromoquinolin-5-yl)furan-2-yl)acetic acid